O=C1N(C=CC=C1)CC1=CC=C(C=C1)CC(=O)NN 2-(4-((2-oxopyridin-1(2H)-yl)methyl)phenyl)acetohydrazide